ClC1=CC=C(C=C1)C1=NC2=CC=CC=C2C=C1 (4-chlorophenyl)-quinoline